BrC1=CC=C(C=C1)[C@@H]1[C@H]([C@@H](C[C@@H](C1)C#N)C(NC1=C(C=C(C=C1)C(F)(F)F)F)=O)C(=O)O |o1:7,8,9,11| rel-(1R,2S,4R,6R)-2-(4-bromophenyl)-4-cyano-6-((2-fluoro-4-(trifluoromethyl)phenyl)carbamoyl)cyclohexane-1-carboxylic acid